N1=CC=C(C=C1)C1=C2CCO[C@@H](C2=CC=C1)CNC(OC(C)(C)C)=O (S)-tert-butyl (5-(pyridin-4-yl)isochroman-1-yl)methylcarbamate